Cl.CN(C(OC(C)(C)C)=O)[C@H]1COC[C@@H](C1)OC=1C=2N(C=C(N1)C=1C=NN(C1)C)N=CC2 |r| rac-tert-butyl methyl((3R,5R)-5-((6-(1-methyl-1H-pyrazol-4-yl)pyrazolo[1,5-a]pyrazin-4-yl)oxy)tetrahydro-2H-pyran-3-yl)carbamate hydrochloride